C(C)(C)(C)OC(N[C@H]1CN(C(C1)=O)C=1N=C(N2C1[C@H](N(CC2)C(C2=CC=C(C=C2)F)=O)C)C2=NC(=NS2)C)=O {(R)-1-[(R)-7-(4-fluorobenzoyl)-8-methyl-3-(3-methyl-1,2,4-thiadiazol-5-yl)-5,6,7,8-tetrahydroimidazo[1,5-a]pyrazin-1-yl]-5-oxopyrrolidin-3-yl}carbamic acid tert-butyl ester